BrCCOCCOCCOCCOCCOCCNC(OC(C)(C)C)=O tert-butyl N-[2-[2-[2-[2-[2-(2-bromoethoxy)ethoxy]ethoxy]ethoxy]ethoxy]ethyl]carbamate